2-(6-amino-4-(tert-butyl)pyridazin-3-yl)-5-(trifluoromethyl)phenol NC1=CC(=C(N=N1)C1=C(C=C(C=C1)C(F)(F)F)O)C(C)(C)C